[6-(5-cyclopropyl-4H-1,2,4-triazol-3-yl)-2-azaspiro[3.3]heptan-2-yl]-[3-[6-[[1-(trifluoromethyl)cyclopropyl]amino]-3-pyridyl]azetidin-1-yl]methanone C1(CC1)C=1NC(=NN1)C1CC2(CN(C2)C(=O)N2CC(C2)C=2C=NC(=CC2)NC2(CC2)C(F)(F)F)C1